(S)-3-(4-amino-6-methylpyrido[3,2-d]pyrimidin-8-yl)-2,4-dimethylphenol NC=1C2=C(N=CN1)C(=CC(=N2)C)C=2C(=C(C=CC2C)O)C